OC1=CC=C(C=C1)C(C)(C)C1=CC=C(C=C1)O.[Na].[Na] Disodium bisphenol A